C(C)(C)(C)OC(=O)NC=1SC2=C(N1)C=CC(=C2)C(C(=O)OCC)(C(F)(F)F)O Ethyl 2-(2-((tert-butoxycarbonyl)amino)benzo[d]thiazol-6-yl)-3,3,3-trifluoro-2-hydroxypropanoate